ClC=1C=C2C=NN(C2=CC1CNS(=O)C(C)(C)C)C1OCCCC1 N-((5-chloro-1-(tetrahydro-2H-pyran-2-yl)-1H-indazol-6-yl)methyl)-2-methylpropane-2-sulfinamide